C(C)(C)NC=1C=2N(N=CC1C(=O)NCCN1CCOCC1)C=C(C2)C2=CC=NC=C2 4-(isopropylamino)-N-(2-morpholinoethyl)-6-(pyridin-4-yl)pyrrolo[1,2-b]pyridazine-3-carboxamide